(S)-(+)-5-oxo-2-tetrahydro-furancarboxylic acid O=C1CC[C@H](O1)C(=O)O